4-Benzenediacetonitrile Methyl-2-(4-amino-1-cyclobutyl-1H-pyrazolo[3,4-d]pyrimidin-3-yl)-1H-indole-6-carboxylate COC(=O)C1=CC=C2C=C(NC2=C1)C1=NN(C2=NC=NC(=C21)N)C2CCC2.C2(=CC=C(C=C2)CC#N)CC#N